F[C@H]1CN(CC[C@H]1NC1=C2C=CN(C2=CC(=C1)C#CCNC1=C(C=C(C=C1)S(=O)(=O)N)OC)CC(F)(F)F)C 4-(3-{4-[(3S,4R)-3-fluoro-1-methyl-4-piperidylamino]-1-(2,2,2-trifluoroethyl)-6-indolyl}-2-propynylamino)-3-methoxybenzenesulfonamide